C12CCCC(CC1)N2C2=C(C=C(C=C2F)NC(=O)C=2N=C(OC2CC(F)(F)F)N2CC1C(C2)COC1)F N-(4-(8-azabicyclo[3.2.1]octan-8-yl)-3,5-difluorophenyl)-2-(tetrahydro-1H-furo[3,4-c]pyrrol-5(3H)-yl)-5-(2,2,2-trifluoroethyl)oxazole-4-carboxamide